3-chloro-4,7-difluoro-N-(4-methoxy-3-(pyridin-4-yl)benzyl)-N-(4-(methylamino)cyclohexyl)benzo[b]thiophene-2-carboxamide ClC=1C2=C(SC1C(=O)N(C1CCC(CC1)NC)CC1=CC(=C(C=C1)OC)C1=CC=NC=C1)C(=CC=C2F)F